C12(C(=O)CC(CC1)C2(C)C)CS(=O)(=O)O (-)-camphorsulphonic acid